N'-(2-hydroxy-1H-indol-3-yl)ethane-diimidoyl dicyanide OC=1NC2=CC=CC=C2C1N=C(C(=N)C#N)C#N